ClC=1C=C(OC2(CCC3([C@H](CC4=CC=CC=C34)C[C@H](COC3=CC=NC=4CCC[C@H](C34)C)C)CC2)C(=O)O)C=CC1 (1r,2'S,4S)-4-(3-chlorophenoxy)-2'-[(2R)-2-methyl-3-{[(5R)-5-methyl-5,6,7,8-tetrahydroquinolin-4-yl]oxy}propyl]-2',3'-dihydrospiro[cyclohexane-1,1'-indene]-4-carboxylic acid